C1(=CC=CC=C1)C1(CC(C1)C1=CC=CC=C1)O 1,3-diphenylcyclobutane-1-ol